C(C)(C)[C@]1(O)[C@H](O)[C@@H](O)[C@H](O)[C@H](O1)CO Isopropyl-β-D-glucopyranose